cyclopentyl (2S)-2-(((benzyloxy)carbonyl)amino)-3-(4-(((((S)-1-isopropoxy-1-oxopropan-2-yl)amino)(4-nitrophenoxy)phosphoryl)oxy)phenyl)propanoate C(C1=CC=CC=C1)OC(=O)N[C@H](C(=O)OC1CCCC1)CC1=CC=C(C=C1)OP(=O)(OC1=CC=C(C=C1)[N+](=O)[O-])N[C@H](C(=O)OC(C)C)C